BrC=1C=C2C(=CNC2=CC1)C(C(=O)NC1=CC=CC=C1)=C (5-bromo-1H-indol-3-yl)-N-phenylacrylamide